2-(((2R)-2-((8R,9aS)-8-amino-1-oxo-5-phenethylhexahydro-1H-pyrrolo[1,2-a][1,4]diazepin-2(3H)-yl)-4-carboxybutanamido)methyl)-4,5-dichloropyridine-1-oxide N[C@@H]1C[C@@H]2N(C(CCN(C2=O)[C@@H](C(=O)NCC2=[N+](C=C(C(=C2)Cl)Cl)[O-])CCC(=O)O)CCC2=CC=CC=C2)C1